calcium di(hexyl)dithiophosphate C(CCCCC)SP(=S)(OCCCCCC)[O-].[Ca+]